C(C=C)(=O)N1C[C@H](CC1)NC=1N=C2C(=NC1)NC=C2C(=O)NCC 2-{[(3S)-1-acryloylpyrrolidin-3-yl]amino}-N-ethyl-5H-pyrrolo[2,3-b]pyrazine-7-carboxamide